(7,8-difluoro-1-naphthyl) trifluoromethanesulfonate FC(S(=O)(=O)OC1=CC=CC2=CC=C(C(=C12)F)F)(F)F